COC(C1=C(C=C(C(=O)NC2=CC=C(C=C2)CNC(=O)OC(C)(C)C)C=C1)C)=O N-[4-(tert-butoxycarbonylamino-methyl)-phenyl]-2-methyl-terephthalamic acid methyl ester